BrC1=C(C(=CC(=C1)[N+](=O)[O-])Br)OC(F)F 1,3-dibromo-2-(difluoromethoxy)-5-nitrobenzene